FC1=CC=C(C=C1)SC1=NC=CC=C1C1=CNC=2C(N(C=CC21)C)=O 3-(2-((4-fluorophenyl)thio)pyridin-3-yl)-6-methyl-1,6-dihydro-7H-pyrrolo[2,3-c]pyridin-7-one